(3s,4s)-8-(6-(3,4-dihydro-1,5-naphthyridin-1(2H)-yl)pyrido[2,3-b]pyrazin-2-yl)-3-methyl-2-oxa-8-azaspiro[4.5]decan-4-amine N1(CCCC2=NC=CC=C12)C=1C=CC=2C(=NC=C(N2)N2CCC3([C@@H]([C@@H](OC3)C)N)CC2)N1